5-(3-(difluoromethoxy)phenyl)thiophene-3-carboxylic acid FC(OC=1C=C(C=CC1)C1=CC(=CS1)C(=O)O)F